S1C=CC2=C1C(=CC=C2)COC2=C(C=C(C=C2)C2C=1C(NC(C2)=O)=NNC1)OC 4-{4-[(1-benzothien-7-yl)methoxy]-3-methoxyphenyl}-2H,4H,5H,6H,7H-pyrazolo[3,4-b]pyridin-6-one